COC1=CC=C(CC2OCC(C(O2)C(=O)N)(C)C)C=C1 2-(4-methoxybenzyl)-5,5-dimethyl-1,3-dioxane-4-carboxamide